NCCCN1C=C(C=2C1=NC=CC2)C=2C=C1C=CC=NC1=C(C2)Cl N-(3-aminopropyl)-3-(8-chloroquinoline-6-yl)-1H-pyrrolo[2,3-b]pyridine